3-chloro-4-(pyridine-2-ylmethoxy)aniline ClC=1C=C(N)C=CC1OCC1=NC=CC=C1